1-[(3S)-3-{4-Amino-3-[2-(6-chloro-1-ethyl-7-fluoro-1,3-benzodiazol-5-yl)ethynyl]pyrazolo[3,4-d]pyrimidin-1-yl}pyrrolidin-1-yl]prop-2-en-1-one NC1=C2C(=NC=N1)N(N=C2C#CC2=CC1=C(N(C=N1)CC)C(=C2Cl)F)[C@@H]2CN(CC2)C(C=C)=O